1,2,4-triazolo[4,3-a]pyridine-6-carboxylic acid N=1N=CN2C1C=CC(=C2)C(=O)O